ethyl 1-(2-chloro-5-fluorophenyl)-7-fluoro-8-(3-fluoro-5-(trifluoromethyl)benzamido)-3-oxo-1,2,3,4-tetrahydropyrrolo[1,2-a]pyrazine-6-carboxylate ClC1=C(C=C(C=C1)F)C1C=2N(CC(N1)=O)C(=C(C2NC(C2=CC(=CC(=C2)C(F)(F)F)F)=O)F)C(=O)OCC